ClC1=C2C=NNC2=CC=C1NC1=NOC(=N1)C=1C=C(C=CC1)NC(=O)C=1C=NN(C1)C N-(3-(3-((4-chloro-1H-indazol-5-yl)amino)-1,2,4-oxadiazol-5-yl)phenyl)-1-methyl-1H-pyrazole-4-carboxamide